2'-(aminomethyl)-6,7-dichloro-3-methyl-3,4-dihydrospiro[benzo[d][1,2]thiazine-1,1'-cyclopropane]-2,2-dioxide NCC1C2(C1)C1=C(CN(S2(=O)=O)C)C=C(C(=C1)Cl)Cl